COC(C1=NC=C(C=C1NCCOC)[N+](=O)[O-])=O ((2-methoxyethyl)amino)-5-nitropicolinic acid methyl ester